2-(5-(5-methylisoxazol-4-yl)-1,3,4-oxadiazol-2-yl)-N-(4-(trifluoromethyl)phenyl)aniline CC1=C(C=NO1)C1=NN=C(O1)C1=C(NC2=CC=C(C=C2)C(F)(F)F)C=CC=C1